diethylene glycol diethyl-acetate C(C)C(C(=O)OCCOCCO)CC